ClC=1N=NC(=CC1[C@@H]1[C@@H](C1)CC(C)O)C=1C(=NC(=NC1)OC)OC ((1S,2S)-2-(3-chloro-6-(2,4-dimethoxypyrimidin-5-yl)pyridazin-4-yl)cyclopropyl)propan-2-ol